FC(C1=CC=CC(=N1)NC(=O)C=1C(=CC=2N(C1)C=C(N2)[C@]21CO[C@@](CC2)(C1)C)OC(C)C)F N-(6-(difluoromethyl)pyridin-2-yl)-7-isopropoxy-2-((1S,4S)-1-methyl-2-oxabicyclo[2.2.1]hept-4-yl)imidazo[1,2-a]pyridine-6-carboxamide